C(C)(C)(C)C=1C=C(C=C(C1O)C(C)(C)C)CCCC(=O)[O-] 3-(3,5-di-tert-butyl-4-hydroxyphenyl)methylpropionate